C1=C(C=CC2=CC=CC=C12)COC1=CC=C(CN2C=NC=C2[N+](=O)[O-])C=C1 1-(4-(Naphthalen-2-ylmethoxy)benzyl)-5-nitro-1H-imidazole